tert-butyl (4-((tert-butyldimethylsilyl)oxy)-2-isonicotinoylphenyl)carbamate [Si](C)(C)(C(C)(C)C)OC1=CC(=C(C=C1)NC(OC(C)(C)C)=O)C(C1=CC=NC=C1)=O